4-acryloyloxyhexyloxybenzoic acid C(C=C)(=O)OC(CCCOC1=C(C(=O)O)C=CC=C1)CC